ClC1=C(N=C(NC1=O)C1=CC(=NC=C1)F)N1CCCC12CCCNC2 5-chloro-4-(1,9-diazaspiro[4.5]decan-1-yl)-2-(2-fluoro-4-pyridinyl)-1H-pyrimidin-6-one